CC(CCCCCCC1C(O1)CCCCCCCC(=O)[O-])O The molecule is an (omega-1)-hydroxy fatty acid anion that is the conjugate base of 9,10-epoxy-17-hydroxyoctadecanoic acid arising from deprotonation of the carboxylic acid function; major species at pH 7.3. It derives from a 9,10-epoxyoctadecanoate. It is a conjugate base of a 9,10-epoxy-17-hydroxyoctadecanoic acid.